C(#N)CC1N(CC1)C1=CC=C(C=C1)C1=C2C=C(N=CC2=C(N=C1)NC)NC(=O)C1CC1 N-(5-(4-(2-(cyanomethyl)azetidin-1-yl)phenyl)-8-(methylamino)-2,7-naphthyridin-3-yl)cyclopropanecarboxamide